CC=1C=C(C=CC1C(C)C)O 3-methyl-4-Isopropylphenol